methyl 2-chloro-5-fluoro-4-((6S,9R)-3-oxo-3,5,6,7,8,9-hexahydro-2H-6,9-epiminocyclohepta[c]pyridazine-10-carboxamido)benzoate ClC1=C(C(=O)OC)C=C(C(=C1)NC(=O)N1[C@@H]2CC=3C(=NNC(C3)=O)[C@H]1CC2)F